2,4,6-triethylbenzene C(C)C1=CC(=CC(=C1)CC)CC